[Si](C1=CC=CC=C1)(C1=CC=CC=C1)(C(C)(C)C)OCCON1C(C2=C(C=NC=C2CC1)NC1=C(C=C(C=C1)I)F)=O 2-(2-(tert-Butyldiphenylsilyloxy)ethoxy)-8-(2-fluoro-4-iodophenylamino)-3,4-dihydro-2,6-naphthyridin-1(2H)-one